2H-azepine-1,3-dicarboxylate N1(CC(C=CC=C1)C(=O)[O-])C(=O)[O-]